4-methyl-3-(2-nitro-1-(p-tolyl)ethyl)-1H-indole CC1=C2C(=CNC2=CC=C1)C(C[N+](=O)[O-])C1=CC=C(C=C1)C